BrC1=C(C=C(C=C1)C1=CC(=CC(=C1)F)OC(F)F)[N+](=O)[O-] 4-bromo-3'-(difluoromethoxy)-5'-fluoro-3-nitrobiphenyl